(-)-7-Cyclohexyl-2-phenyl-4,5,6,7-tetrahydropyrazolo[1,5-a]pyrimidine C1(CCCCC1)C1CCNC=2N1N=C(C2)C2=CC=CC=C2